FC=1C=C(C=C(C1)F)[C@@H]1CC=NN1C(=O)N1CC(C1)OC1=C(C=CC(=N1)C1=C(C=NN1C)C(=O)N)F (S)-5-(6-((1-(5-(3,5-difluorophenyl)-4,5-dihydro-1H-pyrazole-1-carbonyl)azetidin-3-yl)oxy)-5-fluoropyridin-2-yl)-1-methyl-1H-pyrazole-4-carboxamide